4-(4-(4-hydroxyphenoxy)butoxy)-7H-furo[3,2-g]chromen-7-one OC1=CC=C(OCCCCOC2=C3C=CC(OC3=CC3=C2C=CO3)=O)C=C1